2-hydroxy-5-(tetracosa-1,3,5,7,9,11,13,15,17,19,21,23-dodecayn-1-yl)benzoic acid OC1=C(C(=O)O)C=C(C=C1)C#CC#CC#CC#CC#CC#CC#CC#CC#CC#CC#CC#C